3-(5-bromo-6-methoxy-2H-indazol-2-yl)-1-methylcyclohexane-1-ol BrC1=CC2=CN(N=C2C=C1OC)C1CC(CCC1)(O)C